N-(2-Hydroxy-1,1-bis(hydroxymethyl)ethyl)(tricine) OCC(CO)(CO)N(CC(=O)O)C(CO)(CO)CO